C(C)(C)C1=CC=C(C=C1)C1OCC(O1)C 2-(4-isopropylphenyl)-4-methyl-1,3-dioxolane